C(C(=C)C)(=O)OC1CCCCC1 1-cyclohexyl methacrylate